OC1N(C(N(C1C)C)=O)C1=NC=CC(=C1)C(F)(F)F 4-hydroxy-1,5-dimethyl-3-[4-(trifluoromethyl)-2-pyridyl]-imidazolidine-2-one